BrC=1C=C2C(=NC1)SC=C2N 5-bromothieno[2,3-b]pyridine-3-amine